FC1=CC2=C(N=C(OC2)C)C=C1 6-fluoro-2-methyl-4H-benzo[d][1,3]oxazine